C(C1=CC=CC=C1)OC(=O)N1CC2(CC1)OC1=CC=C(C=C1C(C2)=NO)F benzyl-6-fluoro-4-(hydroxyimino)spiro[chromane-2,3'-pyrrolidine]-1'-carboxylate